2-chloro-5-(1H-pyrrolo[2,3-b]pyridin-5-yl)pyridin-3-amine ClC1=NC=C(C=C1N)C=1C=C2C(=NC1)NC=C2